C1(CC1)N1C(N(C2=C1C=CC(=C2)[N+](=O)[O-])C(C)C)=O 1-cyclopropyl-3-isopropyl-5-nitro-1H-benzo[d]imidazol-2(3H)-one